O1CCCCC1 5,3-dihydro-6H-pyran